C(CCCCCCCCC)N(C(CCCCCCC(C(=O)O)F)CCCCCCCCC)C(CCCN(C)C)=O 9-[N-decyl-4-(dimethylamino)butyrylamino]-2-fluorooctadecanoic acid